N[C@@H]1[C@@H](OCC12CCN(CC2)C=2N=CC(=NC2)SC=2C(=C1C(N(C=NC1=CC2)C2CCCCC2)=O)Cl)C 6-((5-((3S,4S)-4-amino-3-methyl-2-oxa-8-azaspiro[4.5]decan-8-yl)pyrazin-2-yl)thio)-5-chloro-3-cyclohexylquinazolin-4(3H)-one